p-isobutyl-dihydrocinnamaldehyde C(C(C)C)C1=CC=C(CCC=O)C=C1